3,5-decadien CCC=CC=CCCCC